FC(C=1C=C(C=CC1)C=1SC=C(N1)CO)(F)F [2-(3-trifluoromethylphenyl)-thiazol-4-yl]-methanol